N(N=C1SC2=C(N1CC)C=CC=C2)=C2SC1=C(N2CC)C=CC=C1 2,2'-azinodi(3-ethylbenzthiazolin)